OC1=CC=C2C[C@H](N(CC2=C1)C(=O)OC(C)(C)C)[C@@H](CNC(=O)C=1C=C2CCN(CC2=CC1)C(C1=CC=C(C=C1)OC)=O)O (S)-tert-butyl 7-hydroxy-3-((R)-1-hydroxy-2-(2-(4-methoxybenzoyl)-1,2,3,4-tetrahydroisoquinoline-6-carboxamido)ethyl)-3,4-dihydroisoquinoline-2(1H)-carboxylate